[In].C(C=C)(=O)[Ga].[B].[Fe].[Nd] neodymium iron boron alloyl-gallium indium